4-[(1S)-1-[[1-[(3R)-3-[3-(Trifluoromethyl)phenoxy]pyrrolidin-1-yl]-4,4-difluorocyclohexane-1-carbonyl]amino]ethyl]benzoic acid, hydrochloride Cl.FC(C=1C=C(O[C@H]2CN(CC2)C2(CCC(CC2)(F)F)C(=O)N[C@@H](C)C2=CC=C(C(=O)O)C=C2)C=CC1)(F)F